N-[(1R,3S)-3-{[7-chloro-2-(trifluoromethyl)imidazo[1,2-a]pyridin-5-yl]amino}cyclohexyl]-4-methoxybenzamide ClC1=CC=2N(C(=C1)N[C@@H]1C[C@@H](CCC1)NC(C1=CC=C(C=C1)OC)=O)C=C(N2)C(F)(F)F